C(C)(C)OC1=C(C=CC=C1)[C@@H]1CN(CCN1)CC=1C=C(C(=NC1)N1[C@H](COCC1)C)OC (3S)-4-(5-{[(3R)-3-(2-isopropoxyphenyl)piperazin-1-yl]methyl}-3-methoxypyridin-2-yl)-3-methylmorpholine